CC(CCO)C=CCC(C)C 3,7-dimethyl-δ-octen-1-ol